(5E)-5-benzylidene-2,2-dimethyl-N-(2-phenylethyl)-4-(1-piperidinyl)piperidine-1-carboxamide C(/C1=CC=CC=C1)=C/1\C(CC(N(C1)C(=O)NCCC1=CC=CC=C1)(C)C)N1CCCCC1